BrCC(=O)NCC(F)(F)F 2-bromo-N-(2,2,2-trifluoroethyl)acetamide